N-[4-(3-Cyclopropyl-1,2,4-oxadiazol-5-yl)phenyl]-3-[(1,1-dioxo-1,4-thiazinan-4-yl)methyl]benzamide C1(CC1)C1=NOC(=N1)C1=CC=C(C=C1)NC(C1=CC(=CC=C1)CN1CCS(CC1)(=O)=O)=O